(S)-ethyl 8-(6-(adamantan-1-ylmethoxy)-2-aminopyrimidin-4-yl)-2,8-diazaspiro[4.5]decane-3-carboxylate C12(CC3CC(CC(C1)C3)C2)COC2=CC(=NC(=N2)N)N2CCC3(C[C@H](NC3)C(=O)OCC)CC2